FC1=C(C=C(C(=C1O)O)OC)C1=NC2=C(N1C1(COC1)C)C=CC(=C2)NC(CCO)=O N-(2-(2-fluoro-3,4-dihydroxy-5-methoxyphenyl)-1-(3-methyloxetan-3-yl)-1H-benzo[d]imidazol-5-yl)-3-hydroxypropanamide